FC(C(=O)N1CCCCC1)(F)F trifluoroacetyl-(piperidine)